4-[hydroxy(methyl)phosphoryl]-DL-homoalanine OP(=O)(C)CC[C@H](N)C(=O)O |r|